C(C1=CC=CC=C1)OC(=O)[C@H]1N(C[C@H](C1)C1=C(C=CC=C1)C)C(CNC(CCCOC1=CC=CC=C1)=O)=O (2S,4R)-1-((4-phenoxybutyryl)glycyl)-4-(o-tolyl)pyrrolidine-2-carboxylic acid benzyl ester